C([C@H](O)CO)CC(C)=O (S)-glyceryl-acetone